ClC1=CC=C2C(=N1)C(=CN2)NC2=NC1=C(N2C2CC2)C=CC(=C1)OC1=CC=CC=C1 N-(5-Chloro-1H-pyrrolo[3,2-b]pyridin-3-yl)-1-cyclopropyl-5-phenoxy-1H-benzo[d]imidazol-2-amine